(S)-N-((5-chloro-6-((3-methylisoxazol-5-yl)methoxy)-1H-indol-2-yl)methyl)-2-hydroxybutanamide ClC=1C=C2C=C(NC2=CC1OCC1=CC(=NO1)C)CNC([C@H](CC)O)=O